3-acetyl-N-(2-chloro-5-(hydroxymethyl)-3-(1-methyl-1H-pyrazol-4-yl)phenyl)-7-methoxyindolizine-1-carboxamide C(C)(=O)C1=CC(=C2C=C(C=CN12)OC)C(=O)NC1=C(C(=CC(=C1)CO)C=1C=NN(C1)C)Cl